2,2'-(1-(4-(2-oxopyrrolidin-1-yl)phenyl)ethane-1,2-diyl)bis(N-ethylhydrazine-1-thiocarboxamide) O=C1N(CCC1)C1=CC=C(C=C1)C(CNNC(NCC)=S)NNC(NCC)=S